C(C)OC(CCCCCCCN(C1CCC(CC1)C(=O)[O-])C(=O)N1C=NC=C1)=O (1r,4r)-4-[(8-ethoxy-8-oxooctyl)(1H-imidazole-1-carbonyl)amino]cyclohexane-1-carboxylate